9-chloro-7-(5-fluoroindol-1-yl)-4-[(4-methylpyrimidin-5-yl)methyl]-3,5-dihydro-2H-1,4-benzoxazepine ClC1=CC(=CC=2CN(CCOC21)CC=2C(=NC=NC2)C)N2C=CC1=CC(=CC=C21)F